CC1=CC=C(C=NS(=O)C(C)(C)C)C=C1 N-(4-methylbenzylidene)-2-methylpropane-2-sulfinamide